C(C)(C)(C)OC(=O)N1CCC(CC1)(F)CN1N=C(C(=C1OCC)C=1C=C2C=NN(C2=CC1)C)C1=CC(=C(C=C1)C#N)F 4-((3-(4-cyano-3-fluorophenyl)-5-ethoxy-4-(1-methyl-1H-indazol-5-yl)-1H-pyrazol-1-yl)methyl)-4-fluoropiperidine-1-carboxylic acid tert-butyl ester